1-(pyrimidin-4-yl)piperidine N1=CN=C(C=C1)N1CCCCC1